12,14-(ethanediylidene)dipyrrolo[3,2-i:3',4'-l][1,4,7]dioxazacyclopentadecine-19-carbonitrile N=1C=CC2=CN=CCOC=COC=3C=C4C(=CC21)C=NC4=CC3C#N